5-((1-(3-Fluoropropyl)azetidin-3-yl)methyl)-2-((1S,3R)-3-methyl-2-(2,2,2-trifluoroethyl)-2,3,4,9-tetrahydro-1H-pyrido[3,4-b]indol-1-yl)thiazole FCCCN1CC(C1)CC1=CN=C(S1)[C@H]1N([C@@H](CC2=C1NC1=CC=CC=C21)C)CC(F)(F)F